CC1CN(CC(O1)C)C1=NC(=CC=C1C(=O)NS(=O)(=O)C1=CC=NN1)C1=CC(=CC(=C1)OCC(C)C)F 2-(2,6-Dimethylmorpholin-4-yl)-6-(3-fluoro-5-isobutoxyphenyl)-N-(1H-pyrazol-5-ylsulfonyl)pyridin-3-carboxamid